racemic-tert-butyl (3S*,4R*)-3-(bromomethyl)-4-(4-cyanophenyl)pyrrolidine-1-carboxylate BrC[C@@H]1CN(C[C@H]1C1=CC=C(C=C1)C#N)C(=O)OC(C)(C)C |r|